n-Butyl-benzisothiazolin-3-one C(CCC)C1=CC=CC2=C1C(NS2)=O